7-acetyl-9-methyl-5-(piperidin-1-yl)imidazo[1,2-c]quinazoline-2-carbonitrile C(C)(=O)C1=CC(=CC=2C=3N(C(=NC12)N1CCCCC1)C=C(N3)C#N)C